C(CC\C=C/CCCCC)C(C#N)CCC\C=C/CCCCC (6Z)-2-[(4Z)-dec-4-en-1-yl]dodec-6-enenitrile